ClC=1C=C(C=C2C(=CNC12)CCN(C)CC)F 2-(7-chloro-5-fluoro-1H-indol-3-yl)-N-ethyl-N-methylethan-1-amine